(N-methylmethylsulfonamido)benzamide tert-Butyl-((1-(3-((4-((4-isopentylpiperazin-1-yl)sulfonyl)phenyl)carbamoyl)-4-(N-methylmethyl-sulfonamido)benzyl)azetidin-3-yl)methyl)carbamate C(C)(C)(C)N(C(O)=O)CC1CN(C1)CC1=CC(=C(C=C1)N(S(=O)(=O)C)C)C(NC1=CC=C(C=C1)S(=O)(=O)N1CCN(CC1)CCC(C)C)=O.CN(S(=O)(=O)C)C1=C(C(=O)N)C=CC=C1